C(C1=CC=CC=C1)OC1=NN2C(C=CC(=C2)NCCC(=C)C)=C1 2-benzyloxy-N-(3-methylbut-3-enyl)pyrazolo[1,5-a]pyridin-6-amine